O1C(=CC=C1)C=1N2N=C(N=C2C=2C=CC=NC2N1)C 7-(furan-2-yl)-4-methyl-3,5,6,8,10-pentazatricyclo[7.4.0.02,6]trideca-1(9),2,4,7,10,12-hexaene